C(C=C)(=O)OCCOC(CCCCCCCCCCCC)C 2-[(1-methyltridecyl)oxy]ethyl acrylate